C(C1=CC=CC=C1)N1CCN(C12COC2)C(=O)C2=CC=C(S2)/C=C/C(=O)C2=CC(=C(C(=C2)OC)OC)OC (E)-3-(5-(8-benzyl-2-oxa-5,8-diazaspiro[3.4]octane-5-carbonyl)thiophen-2-yl)-1-(3,4,5-trimethoxyphenyl)prop-2-en-1-one